4-[2-(5-Fluoro-2-pyridyl)-5,5-dimethyl-4,6-dihydropyrrolo[1,2-b]pyrazol-3-yl]-1H-pyrrolo[2,3-b]pyridine FC=1C=CC(=NC1)C=1C(=C2N(N1)CC(C2)(C)C)C2=C1C(=NC=C2)NC=C1